FC=1C=C2C=NN(C2=C(C1)F)C1OCCCC1 5,7-Difluoro-1-(oxan-2-yl)indazole